FC=1C=CC2=C(CCO2)C1CNC1=NC=C(C=2N1C=NN2)C=2C=1N(C(=CC2)CN2CCN(CC2)C)N=CN1 N-((5-fluoro-2,3-dihydrobenzofuran-4-yl)methyl)-8-(5-((4-methylpiperazin-1-yl)methyl)-[1,2,4]triazolo[1,5-a]pyridin-8-yl)-[1,2,4]triazolo[4,3-c]pyrimidin-5-amine